5-cyano-N-(2-(trifluorometh-yl)pyridin-4-yl)-2-((trifluorometh-yl)thio)benzamide C(#N)C=1C=CC(=C(C(=O)NC2=CC(=NC=C2)C(F)(F)F)C1)SC(F)(F)F